4-({4-[(5-chloro-2,4-dioxo-1H-quinazolin-3-yl)methyl]-1,2,3-triazacyclopent-1-yl}methyl)benzene-1-carboxamide ClC1=C2C(N(C(NC2=CC=C1)=O)CC1NNN(C1)CC1=CC=C(C=C1)C(=O)N)=O